C(C)(C)(C)OC(=O)N1CCN(CC1)C1=NC(=C(C(=C1C#N)CC)C#N)S 4-(3,5-dicyano-4-ethyl-6-mercaptopyridin-2-yl)piperazine-1-carboxylic acid tert-butyl ester